(S)-1-((6-chloro-2-morpholinopyrimidin-4-yl)amino)propan-2-ol ClC1=CC(=NC(=N1)N1CCOCC1)NC[C@H](C)O